tert-Butyl (5-(4-(4-fluorophenoxy)phenyl)-7-(4-fluorophenyl)benzofuran-2-yl)methylcarbamate FC1=CC=C(OC2=CC=C(C=C2)C=2C=C(C3=C(C=C(O3)CNC(OC(C)(C)C)=O)C2)C2=CC=C(C=C2)F)C=C1